N1=C(C=CC=C1)CN1CCN(C2=CC=CC=C12)C(=O)NCC1COCC1 4-(pyridin-2-ylmethyl)-N-((tetrahydrofuran-3-yl)methyl)-3,4-dihydroquinoxaline-1(2H)-carboxamide